(2R,3S,5R)-5-(4-amino-2-oxopyrimidin-1(2H)-yl)-2-ethyl-2-((isobutyryloxy)-methyl)tetrahydro-furan-3-yl isobutyrate C(C(C)C)(=O)O[C@@H]1[C@](O[C@H](C1)N1C(N=C(C=C1)N)=O)(COC(C(C)C)=O)CC